2-bromo-N-(6-(2-cyanophenoxy)pyridazin-3-yl)propionamide BrC(C(=O)NC=1N=NC(=CC1)OC1=C(C=CC=C1)C#N)C